N=C(C(C#N)=N)C#N diiminobutanedinitrile